N-(3-(N-(tert-butyl)sulfamoyl)phenyl)-4-((2-hydroxyethyl)sulfonamido)-2-(6-azaspiro[2.5]octan-6-yl)benzamide C(C)(C)(C)NS(=O)(=O)C=1C=C(C=CC1)NC(C1=C(C=C(C=C1)NS(=O)(=O)CCO)N1CCC2(CC2)CC1)=O